ethyl-α-cyano-β,β-diphenylacrylate C(C)OC(C(=C(C1=CC=CC=C1)C1=CC=CC=C1)C#N)=O